chloromethyl-4-methylquinazoline ClCC1=NC2=CC=CC=C2C(=N1)C